FC1=CC=C(OC=2C=CC(=NC2)C2(CN(C2)C(=O)OC(C)(C)C)O)C=C1 tert-butyl 3-[5-(4-fluorophenoxy)-2-pyridyl]-3-hydroxy-azetidine-1-carboxylate